3',6'-bis(diethylamino)-2-(4-nitrophenyl)spiro[isoindole-1,9'-xanthen]-3-one C(C)N(C=1C=CC=2C3(C4=CC=C(C=C4OC2C1)N(CC)CC)N(C(C1=CC=CC=C13)=O)C1=CC=C(C=C1)[N+](=O)[O-])CC